2,6-difluoro-3-nitrobenzoic acid tert-butyl ester C(C)(C)(C)OC(C1=C(C(=CC=C1F)[N+](=O)[O-])F)=O